1-[5-bromo-2-hydroxy-4-(methoxymethoxy)phenyl]Ethanone BrC=1C(=CC(=C(C1)C(C)=O)O)OCOC